(3S)-3-(5-{[(3S,4S)-4-(methoxymethyl)-1-{[3-(morpholin-4-yl)quinolin-6-yl]methyl}pyrrolidin-3-yl]oxy}-1-oxo-2,3-dihydro-1H-isoindol-2-yl)piperidine-2,6-dione COC[C@H]1[C@@H](CN(C1)CC=1C=C2C=C(C=NC2=CC1)N1CCOCC1)OC=1C=C2CN(C(C2=CC1)=O)[C@@H]1C(NC(CC1)=O)=O